ethyl 2-hydroxy-8-(trifluoromethyl)imidazo[1,2-a]pyridine-6-carboxylate OC=1N=C2N(C=C(C=C2C(F)(F)F)C(=O)OCC)C1